OC1=C2C(=CC(OC2=CC(=C1)O)=O)C1=CC=CC=C1 5,7-dihydroxy-4-phenyl-coumarin